(13S,17R)-13-ethyl-17-ethynyl-3-oxo-2,3,6,7,8,9,10,11,12,13,14,15,16,17-tetradecahydro-1H-cyclopenta[a]phenanthren-17-yl (phenylsulfanyl)acetate C1(=CC=CC=C1)SCC(=O)O[C@]1(CCC2C3CCC4=CC(CCC4C3CC[C@]12CC)=O)C#C